(S)-2-(1-(4-(6-((4-Cyano-2-fluorobenzyl)oxy)pyridin-2-yl)piperidin-1-yl)ethyl)-4-methoxy-1-methyl-1H-benzo[d]imidazole-6-carboxylic acid C(#N)C1=CC(=C(COC2=CC=CC(=N2)C2CCN(CC2)[C@@H](C)C2=NC3=C(N2C)C=C(C=C3OC)C(=O)O)C=C1)F